7-Chloro-1-(3,4-difluorophenyl)-2-(3-(dimethylamino)propyl)-1,2-dihydrochromeno[2,3-c]pyrrole-3,9-dione ClC1=CC=2C(C3=C(C(N(C3C3=CC(=C(C=C3)F)F)CCCN(C)C)=O)OC2C=C1)=O